Cyanomethyl 2-(Pent-4-enamidomethyl)-5-(3,4,5-trimethoxyphenyl)oxazole-4-carboxylate C(CCC=C)(=O)NCC=1OC(=C(N1)C(=O)OCC#N)C1=CC(=C(C(=C1)OC)OC)OC